ClC1=C(C=CC=C1Cl)C=1N=C(NC1C)C1=CSC=C1 4-(2,3-dichlorophenyl)-5-methyl-2-(3-thienyl)imidazole